C1=CC=C(C=2SC3=C(C21)C=CC=C3)C=3C=CC=2N(C1=CC=CC=C1C2C3)C3=CC=CC=C3 3-(dibenzo[b,d]thiophen-4-yl)-9-phenyl-9H-carbazole